(R)-3-bromo phenyl-ethylene oxide BrC=1C=C(C=CC1)[C@@H]1CO1